(4S,5R)-5-[3-(difluoromethyl)phenyl]-N-(isoquinolin-4-ylmethyl)-4-methyl-2-oxo-1,3-oxazolidine-3-carboxamide FC(C=1C=C(C=CC1)[C@@H]1[C@@H](N(C(O1)=O)C(=O)NCC1=CN=CC2=CC=CC=C12)C)F